(6-cyclopropylpyridin-2-yl)-N2-isopropyl-N4-(3-(methylsulfonyl)phenyl)-1,3,5-triazine-2,4-diamine C1(CC1)C1=CC=CC(=N1)C1=NC(=NC(=N1)NC(C)C)NC1=CC(=CC=C1)S(=O)(=O)C